C(C)(C)(C)OC(=O)NC1=C(SC(=C1)C1=CC2=C(N(C[C@H](N(S2(=O)=O)C)C2CCCCC2)C2=CC=CC=C2)C=C1OCCOC)C(=O)OC Methyl (R)-3-((tert-butoxycarbonyl)amino)-5-(3-cyclohexyl-7-(2-methoxyethoxy)-2-methyl-1,1-dioxido-5-phenyl-2,3,4,5-tetrahydrobenzo[f][1,2,5]thiadiazepin-8-yl)thiophene-2-carboxylate